FC(CN1N=CC(=C1)NC1=NC(=C2C(=N1)NN=C2)N[C@H]2CN(CCC2)C(C=C)=O)(F)F (R)-1-(3-((6-((1-(2,2,2-trifluoroethyl)-1H-pyrazol-4-yl)amino)-1H-pyrazolo[3,4-d]pyrimidin-4-yl)amino)piperidin-1-yl)prop-2-en-1-one